C(#N)C(C)(C)C=1C=C(C=C(C1)N(C)CCCN(C)C)NC(C1=C(C=C(C(=C1)C#CC1=CN=C2N1C=CC=C2NC=2C=NN(C2)C)C)F)=O N-(3-(2-cyanopropan-2-yl)-5-((3-(dimethylamino)propyl)(methyl)amino)phenyl)-2-fluoro-4-methyl-5-((8-((1-methyl-1H-pyrazol-4-yl)amino)imidazo[1,2-a]pyridin-3-yl)ethynyl)benzamide